dibutyl trisulfide C(CCC)SSSCCCC